ClCC(=O)N(C(C)C)C1=CC=C(C=C1)OC 2-chloro-N-(4-methoxyphenyl)-N-(propan-2-yl)acetamide